6-(3-methyl-1H-pyrazolo[3,4-b]pyridin-5-yl)-N-(1-phenylethyl)quinazolin-4-amine CC1=NNC2=NC=C(C=C21)C=2C=C1C(=NC=NC1=CC2)NC(C)C2=CC=CC=C2